CON(C(=O)[C@H]1N(CC1)C(=O)[O-])C (2S)-2-[methoxy(methyl)carbamoyl]azetidine-1-carboxylate